(S or R)-3-(2-(3-(ethoxymethyl)-3-(2-(thiophen-2-yl)ethyl)pyrrolidin-1-yl)propan-2-yl)pyridine C(C)OC[C@@]1(CN(CC1)C(C)(C)C=1C=NC=CC1)CCC=1SC=CC1 |o1:4|